C(C)OP(=O)(OCC)[C@H](C)C=1C=CC2=C(C=C(S2)C(=O)OCC2=CC=CC=C2)C1 |r| benzyl rac-5-[1-(diethoxyphosphoryl)ethyl]-1-benzothiophene-2-carboxylate